C12(CC3CC(CC(C1)C3)C2)CNC(CCCCC#CC2=CC(=CC=C2)CN2C(=C(C3=C2N=CN(C3=N)C3CCC(CC3)O)C3=CC=CC=C3)C3=CC=CC=C3)=O N-(((3r,5r,7r)-adamantan-1-yl)methyl)-7-(3-((3-((1r,4r)-4-hydroxycyclohexyl)-4-imino-5,6-diphenyl-3,4-dihydro-7H-pyrrolo[2,3-d]pyrimidin-7-yl)methyl)phenyl)hept-6-ynamide